N1C=NC=2N=CCC(C21)=O 1,6-dihydro-7H-imidazo[4,5-b]pyridin-7-on